2-chloro-N-(methylcarbamoyl)propionamide ClC(C(=O)NC(NC)=O)C